2-ethyl-5,6,7,8-tetrahydroquinazolin-4(3H)-one C(C)C1=NC=2CCCCC2C(N1)=O